3-ethynyl-1-[(3S,5R)-5-(methoxymethyl)pyrrolidin-3-yl]-5-(methylamino)pyrazole-4-carboxamide dihydrochloride Cl.Cl.C(#C)C1=NN(C(=C1C(=O)N)NC)[C@@H]1CN[C@H](C1)COC